C(=C)NCCC[SiH2]CC1=CC=CC=C1 N-vinylbenzyl-γ-aminopropylsilane